6-cyclopropaneamido-4-{[3-methoxy-4-(1,2,4-thiadiazol-5-yl)pyridin-2-yl]amino}-N-(2H3)methylpyridazine-3-carboxamide C1(CC1)C(=O)NC1=CC(=C(N=N1)C(=O)NC([2H])([2H])[2H])NC1=NC=CC(=C1OC)C1=NC=NS1